3-(2,6-dichloro-benzyloxy)-5-(3-morpholin-4-ylmethyl-1H-indol-5-yl)-pyridin-2-ylamine ClC1=C(COC=2C(=NC=C(C2)C=2C=C3C(=CNC3=CC2)CN2CCOCC2)N)C(=CC=C1)Cl